4-vinylbenzenesulfonic acid, sodium salt [Na+].C(=C)C1=CC=C(C=C1)S(=O)(=O)[O-]